C(C)[C@@H]1N(C[C@H](N(C1)C(C)C1=C(C=C(C=C1)F)OC)CC)N1N=C2C(N(C(C=C2)=O)C)=C1 ((2S,5R)-2,5-diethyl-4-(1-(4-fluoro-2-methoxyphenyl)ethyl)piperazin-1-yl)-4-methyl-2,4-dihydro-5H-pyrazolo[4,3-b]pyridin-5-one